2'-((3-((1-fluorocyclopropyl)methoxy)-1H-pyrazol-4-yl)amino)-7'-((1R,3R)-3-hydroxycyclohexyl)spiro[cyclopropane-1,5'-pyrrolo[2,3-d]pyrimidin]-6'(7'H)-one FC1(CC1)COC1=NNC=C1NC=1N=CC2=C(N1)N(C(C21CC1)=O)[C@H]1C[C@@H](CCC1)O